CC1(OB(OC1(C)C)C1=CCC(CC1)C(=O)OCC)C ethyl 4-(4,4,5,5-tetramethyl-1,3,2-dioxaborolan-2-yl)cyclohex-3-enecarboxylate